tert-butyl imidazo[1,5-a]pyridin-8-ylcarbamate C=1N=CN2C1C(=CC=C2)NC(OC(C)(C)C)=O